C(C=C)(=O)N1[C@H](C[C@@H](C1)N1N=C(C=2C(=NC=CC21)N)C#CC2=CC1=C(N(C=N1)C)C(=C2F)F)CC#N 2-((2R,4S)-1-acryloyl-4-(4-amino-3-((6,7-difluoro-1-methyl-1H-benzo[d]imidazol-5-yl)ethynyl)-1H-pyrazolo[4,3-c]pyridin-1-yl)pyrrolidin-2-yl)acetonitrile